C([S-])([S-])=S.[Na+].[Na+] sodium trithiocarbonate